NC1CCN(CC1)C=1C=CC(=NC1)C(=O)NC=1SC=C(N1)C1=C(C=CC=C1)Cl 5-(4-aminopiperidin-1-yl)-N-(4-(2-chlorophenyl)thiazol-2-yl)pyridinamide